CC=1C(=NC=CC1)C(=O)N1CCC2(C(C2)CNC(=O)C2=CC=3C(=CN=CC3)O2)CC1 N-[[6-(3-methylpyridine-2-carbonyl)-6-azaspiro[2.5]octan-2-yl]methyl]furo[2,3-c]pyridine-2-carboxamide